C(CCCCCCC\C=C/C\C=C/CCCCC)NC(=O)N linoleylurea